CC1=C(C=NC(=C1)C)CN 4,6-dimethyl-3-aminomethylpyridin